OC1(CC2(CN(C2)C(=O)OC(C)(C)C)C1)C1=CC=C(C=C1)C(F)(F)F tert-butyl 6-hydroxy-6-(4-(trifluoromethyl)phenyl)-2-azaspiro[3.3]heptane-2-carboxylate